ClCC=1N=C(SC1)C1=CC=C(C=C1)C 4-chloromethyl-2-(4-methylphenyl)thiazole